ClC=1C(=NC(=NC1)NC=1C(=NN(C1)C)OC)N1C=C(C2=CC(=CC=C12)NC(C=C)=O)C N-[1-[5-chloro-2-[(3-methoxy-1-methyl-pyrazol-4-yl)amino]pyrimidin-4-yl]-3-methyl-indol-5-yl]prop-2-enamide